CC12OC3=C(C(NC(N1C=1C=C(C(=O)O)C=CC1)=O)C2)C=C(C=C3)C(F)(F)F 3-(2-Methyl-4-oxo-8-(trifluoromethyl)-5,6-dihydro-2H-2,6-methanobenzo[g][1,3,5]oxadiazocin-3(4H)-yl)benzoic acid